OC1=CC2=C(OCCO2)C=C1 6-Hydroxy-1,4-benzodioxane